nickel 1,2-dimethoxyethane bromide [Br-].COCCOC.[Ni+2].[Br-]